SC(C(=O)O)C.SC(C(=O)O)C.SC(C(=O)O)C.OCC(CO)CO 2-hydroxymethyl-1,3-propanediol tris(mercaptopropionate)